NC=1C(=CC(NC1)=O)C 5-amino-4-methylpyridin-2(1H)-one